F[C@@H]1[C@@H](CN(C1)C1COC1)NC1=NN2C(C(=N1)N)=C(C=C2)C2=CC=C1C(=N2)N(C(=N1)C)CC(F)(F)F N2-((3R,4S)-4-Fluoro-1-(oxetan-3-yl)pyrrolidin-3-yl)-5-(2-methyl-3-(2,2,2-trifluoroethyl)-3H-imidazo[4,5-b]pyridin-5-yl)pyrrolo[2,1-f][1,2,4]triazine-2,4-diamine